pentylene xanthate O1C(=S)SCCCCC1